O[C@@H]1C[C@@H](CC1)NC(=O)N[C@H](C(=O)O)CCN(CCCCC1=NC=2NCCCC2C=C1)CCOC1=CC=CC=C1 (2S)-2-[[(1R,3S)-3-hydroxycyclopentyl]carbamoylamino]-4-[2-phenoxyethyl-[4-(5,6,7,8-tetrahydro-1,8-naphthyridin-2-yl)butyl]amino]butanoic acid